3-methoxy-2-{[(3R,6R)-1-{[6-methoxy-2-(2H-1,2,3-triazol-2-yl)pyridin-3-yl]carbonyl}-6-methylpiperidin-3-yl]oxy}pyridine-4-carbonitrile COC=1C(=NC=CC1C#N)O[C@H]1CN([C@@H](CC1)C)C(=O)C=1C(=NC(=CC1)OC)N1N=CC=N1